ClC=1C(=C2C(=C(N(C2=CC1)CCCOC1=CC(=CC2=CC(=CC=C12)F)SCC1=CC=C(C=C1)OC)C(=O)OC)C(F)(F)F)C=1C(=NN(C1C)C)CO Methyl 5-chloro-1-(3-((6-fluoro-3-((4-methoxybenzyl)thio)naphthalen-1-yl)oxy)propyl)-4-(3-(hydroxymethyl)-1,5-dimethyl-1H-pyrazol-4-yl)-3-(trifluoromethyl)-1H-indole-2-carboxylate